N-(4-bromopyridin-2-yl)-N-methyl-methylthio-carboxamide BrC1=CC(=NC=C1)N(C(=O)SC)C